(Z)-non-2-en-1-yl 2-bromoacetate BrCC(=O)OC\C=C/CCCCCC